di-tertiary butyl-diperoxyphthalic acid C(C)(C)(C)C=1C(=C(C(C(=O)OO)=CC1)C(=O)OO)C(C)(C)C